α-methyl-1-piperazineethanamine CC(CN1CCNCC1)N